N(=[N+]=[N-])[C@](C)(C1CC1)C1=CN=C(C2=CN=C(C=C12)Cl)O[C@@H]1C[C@@H](C1)S(=O)(=O)C 4-((R)-1-azido-1-cyclopropylethyl)-6-chloro-1-(cis-3-(methylsulfonyl)cyclobutoxy)-2,7-naphthyridine